NC1=C2N=CN(C2=NC=N1)C[C@@H](C)OCP(OCCOCCCCCCCCCCCCCCCC(C)(C)C)(O)=O 2-((16,16-dimethylheptadecyl)oxy)ethyl hydrogen ((((R)-1-(6-amino-9H-purin-9-yl)propan-2-yl)oxy)methyl)phosphonate